Anti-Crotonyllysine C(\C=C\C)(=O)N[C@@H](CCCCN)C(=O)O